FC=1C=2N(C=C(C1)C(NC1=CC=C(C=N1)N1CCN(CC1)C(=O)OC(C)(C)C)=N)C=C(N2)C tert-butyl 4-(6-(8-fluoro-2-methylimidazo[1,2-a]pyridine-6-carboximidamido) pyridin-3-yl)piperazine-1-carboxylate